C(#N)CC=1C=NN(C1)C1CCC(CC1)NC1=CC(=NC=C1C(=O)NC[C@H](C(C)(C)O)F)C1=CC=C2N1N=CC(=C2)C#N 4-(((1r,4R)-4-(4-(cyanomethyl)-1H-pyrazol-1-yl)cyclohexyl)amino)-6-(3-cyanopyrrolo[1,2-b]pyridazin-7-yl)-N-((R)-2-fluoro-3-hydroxy-3-methylbutyl)nicotinamide